N-(3,5-difluoro-4-((1S,3S)-3-methyl-2-(2,2,2-trifluoroethyl)-2,3,4,6,7,9-hexahydro-1H-cyclobuta[f]pyrido[3,4-b]indol-1-yl)phenyl)-1-(3-fluoropropyl)azetidin-3-amine FC=1C=C(C=C(C1[C@@H]1N([C@H](CC2=C1NC1=CC3=C(C=C21)CC3)C)CC(F)(F)F)F)NC3CN(C3)CCCF